CC1=CC(OC1=O)O/C=C/2\\C3CC4=CC=CC=C4C3OC2=O The molecule is an indenofuran that is (3E)-3,3a,4,8b-tetrahydro-2H-indeno[1,2-b]furan-2-one which is substituted at position 3 by a ({[(4-methyl-5-oxo-2,5-dihydrofuran-2-yl]oxy}methylidene) group. It is an indenofuran and a synthetic strigolactone.